C1(=CC=CC=C1)C=1C2=CC=CC=C2C(=C2C=CC(=CC12)B(O)O)C1=CC=CC=C1 (9,10-diphenylanthracene-2-yl)-boronic acid